FC1(CCC(CC1)([2H])N[C@@H]1[C@H](OCCC1)CC=1C(=C2CN(C(C2=CC1)=O)C1C(NC(CC1)=O)=O)F)F 3-(5-(((2R,3S)-3-((4,4-difluorocyclohexyl-1-d)amino)tetrahydro-2H-pyran-2-yl)methyl)-4-fluoro-1-oxoisoindolin-2-yl)piperidine-2,6-dione